N1=CC=C(C=C1)C=1C(=NN(C1)CC(F)(F)F)C1=CC=C(OCC2=NC3=CC=CC=C3C(=C2)C(=O)O)C=C1 2-[[4-[4-(4-Pyridyl)-1-(2,2,2-trifluoroethyl)pyrazol-3-yl]phenoxy]methyl]quinoline-4-carboxylic acid